CC=1C=CC2=C(N=CS2)C1 5-Methyl-1H-Benzothiazole